6-(cyclopropanecarboxamido)-N-methyl-4-((2-(oxetan-3-yl)-2,4-dihydrochromeno[4,3-c]pyrazol-6-yl)amino)pyridazine-3-carboxamide C1(CC1)C(=O)NC1=CC(=C(N=N1)C(=O)NC)NC1=CC=CC2=C1OCC=1C2=NN(C1)C1COC1